C1(CC1)C(CO)NC(C1=CC=CC=C1)=O N-(1-cyclopropyl-2-hydroxyethyl)benzamide